C(C)(C)(C)OC(=O)N1CC2(C1)CC=C(CC2)F.ClC2=NC=C(C(=N2)NC2CCC(CC2)C(=O)N2CCOCC2)[N+](=O)[O-] ((1S,4S)-4-((2-chloro-5-nitropyrimidin-4-yl)amino)cyclohexyl)(morpholino)methanone tert-butyl-7-fluoro-2-azaspiro[3.5]non-6-ene-2-carboxylate